C(C)(C)(C)OC(=O)N[C@@H](CC(=O)OCC)C1=C(C(=CC(=C1)B1OC(C(O1)(C)C)(C)C)C)F Ethyl (S)-3-((tert-butoxycarbonyl)amino)-3-(2-fluoro-3-methyl-5-(4,4,5,5-tetramethyl-1,3,2-dioxaborolan-2-yl)phenyl)propanoate